5-((2-chloropyridin-4-yl)oxy)-N,N-dimethyl-4-phenylthiazol-2-amine ClC1=NC=CC(=C1)OC1=C(N=C(S1)N(C)C)C1=CC=CC=C1